FC1(CCN(CC1)C1=NC(=CC2=C1CCC2)NC(C2=C(C=C(C=C2)I)N2CCC1(CC1)CC2)=O)F N-(1-(4,4-difluoropiperidin-1-yl)-6,7-dihydro-5H-cyclopenta[c]pyridin-3-yl)-4-iodo-2-(6-azaspiro[2.5]octane-6-yl)benzamide